ClC=1C=C2C3=NN=C(N3CC3=C(N=CN3C2=CC1)C(=O)O)COC 15-chloro-9-(methoxymethyl)-2,4,8,10,11-pentaazatetracyclo[11.4.0.02,6.08,12]heptadeca-1(17),3,5,9,11,13,15-heptaene-5-carboxylic acid